tert-butyl 4-(6-(6-((tert-butoxycarbonyl)(methyl)amino)-5-nitropyridin-3-yl)quinazolin-4-yl)piperazine-1-carboxylate C(C)(C)(C)OC(=O)N(C1=C(C=C(C=N1)C=1C=C2C(=NC=NC2=CC1)N1CCN(CC1)C(=O)OC(C)(C)C)[N+](=O)[O-])C